CC1=CC=CC=2NC(=NC21)C2=C(C(=CC=C2C(N[C@H](CCC)C2=CC=CC=C2)=O)C2=CC=CC=C2)C(=O)O (4-methyl-1H-1,3-benzodiazol-2-yl)-4-{[(1R)-1-phenylbutyl]carbamoyl}-[1,1'-biphenyl]-2-carboxylic acid